(+/-)-N-{[3-(4-{[(3R,4S)-3-fluoro-1-methylpiperidin-4-yl]amino}-1-(2,2,2-trifluoroethyl)-1H-indol-2-yl)-1,2,4-oxadiazol-5-yl]methyl}thiophene-2-carboxamide F[C@@H]1CN(CC[C@@H]1NC1=C2C=C(N(C2=CC=C1)CC(F)(F)F)C1=NOC(=N1)CNC(=O)C=1SC=CC1)C |r|